CN1N=CC2=CC(=C(C=C12)C1=CC(=NC=C1)C)N 1-Methyl-6-(2-methylpyridin-4-yl)-1H-indazol-5-amine